BrC1=C2C(=NC(=NC2=C2C(=C1)N(C=C2)CC2=CC(=CC=C2)Br)N)N 5-bromo-7-(3-bromobenzyl)-7H-pyrrolo[2,3-h]quinazoline-2,4-diamine